ClC1=NC=C(N=C1Cl)Cl 2,3,5-trichloropyrazine